9,9'-(4-(2-(6-methylpyridin-2-yl)phenyl)-2,6-bis(5H-pyrido[3,2-b]indol-5-yl)pyridine-3,5-diyl)bis(9H-carbazole-3,6-dicarbonitrile) CC1=CC=CC(=N1)C1=C(C=CC=C1)C1=C(C(=NC(=C1N1C2=CC=C(C=C2C=2C=C(C=CC12)C#N)C#N)N1C2=C(C=3C=CC=CC13)N=CC=C2)N2C1=C(C=3C=CC=CC23)N=CC=C1)N1C2=CC=C(C=C2C=2C=C(C=CC12)C#N)C#N